(E)-3-amino-N-((1,2,3,5,6,7-hexahydro-s-indacen-4-yl)carbamoyl)-3-methylbut-1-en-1-sulfonamide NC(/C=C/S(=O)(=O)NC(NC1=C2CCCC2=CC=2CCCC12)=O)(C)C